CN(C(=O)C1CCN(CC1)S(N)(=O)=O)C N,N-dimethyl-1-sulfamoylpiperidine-4-carboxamide